C(C)NC(NC1=NNC(=C1)CN1CCN(CC1)C=1C=CC(=NC1F)C(=O)NC)=O 5-(4-((3-(3-ethylureido)-1H-pyrazol-5-yl)methyl)piperazin-1-yl)-6-fluoro-N-methylpicolinamide